C[Si](OC(=C)C)(OC(=C)C)OC(=C)C methyltri(isopropenyloxy)silane